FC1=C(C(=CC=C1)OC)C=1C=C2/C(/C(NC2=CC1)=O)=C(\C)/NC1=CC=CC=C1 (Z)-5-(2-Fluoro-6-methoxyphenyl)-3-(1-(phenylamino)ethylidene)indolin-2-one